O[C@@H]1[C@@H](C2=CC=CC=C2C1)NC1=NC(=NC=C1C(=O)OCC)NC1=CC(=C(C=C1)S(=O)(=O)C)C ethyl 4-[[(1R,2S)-2-hydroxyindan-1-yl]amino]-2-(3-methyl-4-methylsulfonyl-anilino)pyrimidine-5-carboxylate